Cl.ClC1=CC=C(S1)CNC1=CC(=NN1C(C1=C(C=CC=C1)OC)=O)C1NCCC1 N-[(5-Chlorothiophen-2-yl)methyl]-1-(2-methoxybenzoyl)-3-(pyrrolidin-2-yl)-1H-pyrazol-5-amin hydrochlorid